(R,Z)-(6'-(fluoromethylene)tetrahydrospiro[cyclopropane-1,1'-pyrrolizin]-7a'(5'H)-yl)methanol F\C=C\1/CN2CCC3([C@]2(C1)CO)CC3